2-phenyl-pyrrole-1-carboxylate C1(=CC=CC=C1)C=1N(C=CC1)C(=O)[O-]